C(CC(O)(C(=O)O)CC(=O)O)(=S)O.ClC1=C(C=C(CN(C(CC)=O)C)C=C1)NC(CC)=O N-(4-chloro-3-propanamidobenzyl)-N-methyl-propionamide thio-citrate